BrC1=C(CCNC(OC(C)(C)C)=O)C(=CC=C1)Cl tert-Butyl (2-bromo-6-chlorophenethyl)carbamate